Hydroxyethylpalmityloxyhydroxypropylpalmitamid OCCC(C(C(=O)N)(CCCO)OCCCCCCCCCCCCCCCC)CCCCCCCCCCCCC